OCCOC1=CC=C(C=C1)C(C(C)CO)=O 1-[4-(2-hydroxyethoxy)phenyl]-2-hydroxymethylpropane-1-ONE